C(C)(=O)OC1C(OCC1)(C[N+](=O)[O-])C1=NC(=C(C(=C1)C(C)(C)O)F)Cl 2-(6-Chloro-5-fluoro-4-(2-hydroxypropan-2-yl)pyridin-2-yl)-2-(nitromethyl)tetrahydrofuran-3-yl acetate